C(C)(=O)N1CC(C1)[C@@H](C)NC(=O)C1=CC2=CC=CC(=C2C=C1)OC1=CC=C(C=C1)C(F)(F)F (R)-N-(1-(1-acetylazetidin-3-yl)ethyl)-5-(4-(trifluoromethyl)phenoxy)-2-naphthamide